3,3-dimethyl-1-(4-(4,4,5,5-tetramethyl-1,3,2-dioxaborolan-2-yl)-3,6-dihydropyridin-1(2H)-yl)butan-1-one CC(CC(=O)N1CCC(=CC1)B1OC(C(O1)(C)C)(C)C)(C)C